(1R,5S,6s)-6-((2-methoxy-2-oxo-1-phenylethyl)(methyl)amino)-3-azabicyclo[3.1.0]Hexane-3-carboxylate COC(C(C1=CC=CC=C1)N(C1[C@@H]2CN(C[C@H]12)C(=O)[O-])C)=O